C(C1=CC=CC=C1)SC1=C(C=C(N)C=C1)Cl 4-(benzylsulfanyl)-3-chloroaniline